O=C1NC(CCC1N1C(N(C2=C1C=CC(=C2)N2CCC(CC2)CC(=O)NC2=CC1=CC(=C(C(=C1C=C2)F)N2S(NC(C2)=O)(=O)=O)O)C)=O)=O 2-[1-[1-(2,6-dioxo-3-piperidyl)-3-methyl-2-oxo-benzimidazol-5-yl]-4-piperidyl]-N-[5-fluoro-7-hydroxy-6-(1,1,4-trioxo-1,2,5-thiadiazolidin-2-yl)-2-naphthyl]acetamide